C1(=CC=CC=C1)S(=O)(=O)N1C=CC=2C1=NC=C(C2Cl)I 1-(Benzenesulfonyl)-4-chloro-5-iodo-pyrrolo[2,3-b]pyridine